N-(1-(butylsulfonyl)piperidin-4-yl)-N-(2-hydroxyethyl)isoquinoline-3-carboxamide C(CCC)S(=O)(=O)N1CCC(CC1)N(C(=O)C=1N=CC2=CC=CC=C2C1)CCO